CC1=CC=C2C(=N1)N=C(O2)N2CCN(CC2)C(=O)N2CC1(C2)CC(C1)=CB1OC(C(O1)(C)C)(C)C (4-(5-methyloxazolo[4,5-b]pyridin-2-yl)piperazin-1-yl)(6-((4,4,5,5-tetramethyl-1,3,2-dioxaborolan-2-yl)methylene)-2-azaspiro[3.3]heptan-2-yl)methanone